(3R,4R)-4-{[5-(2,4-difluoro-phenyl)-isoxazole-3-carbonyl]-amino}-1-spiro[2.4]hept-4-yl-piperidine-3-carboxylic acid dimethylamide CN(C(=O)[C@@H]1CN(CC[C@H]1NC(=O)C1=NOC(=C1)C1=C(C=C(C=C1)F)F)C1C2(CC2)CCC1)C